3-(5-(2,5-diazabicyclo[2.2.1]heptane-2-yl)-6,7-difluoro-1-oxoisoindoline-2-yl)piperidine C12N(CC(NC1)C2)C=2C=C1CN(C(C1=C(C2F)F)=O)C2CNCCC2